Ethyl 2-acetamido-6-cyano-6-phenyl-4,5,6,7-tetrahydrobenzo[b]thiophene-3-carboxylate C(C)(=O)NC1=C(C2=C(S1)CC(CC2)(C2=CC=CC=C2)C#N)C(=O)OCC